BrC12CC3(CC(CC(C1)C3)C2)Br 1,3-dibromoadamantane